[I-].C(C)OC(CNC(=O)C=1N=C(C2=CC(=CC=C2C1O)OC1=CC=CC=C1)C[N+](C)(C)C)=O 1-(3-((2-ethoxy-2-oxoethyl)carbamoyl)-4-hydroxy-7-phenoxyisoquinolin-1-yl)-N,N,N-trimethylmethanaminium iodide